(S or R)-N-(2-sulfamoylpyridin-4-yl)-5-(trifluoromethyl)-2-(7-(trifluoromethyl)-1,4-oxazepan-4-yl)nicotinamide S(N)(=O)(=O)C1=NC=CC(=C1)NC(C1=C(N=CC(=C1)C(F)(F)F)N1CCO[C@@H](CC1)C(F)(F)F)=O |o1:26|